N-(5-Chloro-1H-pyrrolo[3,2-b]pyridin-3-yl)-5-isopropoxy-1-methyl-1H-benzo[d]imidazol-2-amine ClC1=CC=C2C(=N1)C(=CN2)NC2=NC1=C(N2C)C=CC(=C1)OC(C)C